methyl 4-bromo-2-(bromomethyl)-3-nitrobenzoate BrC1=C(C(=C(C(=O)OC)C=C1)CBr)[N+](=O)[O-]